N-(1-(6-(((Trans)-4-Aminocyclohexyl)(Cyclopropylmethyl)Amino)-5,6,7,8-Tetrahydronaphthalen-2-Yl)-2-Oxo-1,2-Dihydropyrimidin-4-Yl)Piperazine-1-Carboxamide Hydrochloride Salt Cl.N[C@@H]1CC[C@H](CC1)N(C1CC=2C=CC(=CC2CC1)N1C(N=C(C=C1)NC(=O)N1CCNCC1)=O)CC1CC1